(S)-5-(2-chloro-3'-((2-(difluoromethyl)-7-((3-hydroxypyrrolidin-1-yl)methyl)pyrido[3,2-d]pyrimidin-4-yl)amino)-2'-methyl-[1,1'-biphenyl]-3-yl)-3-methoxypyrazine-2-carbaldehyde ClC1=C(C=CC=C1C=1N=C(C(=NC1)C=O)OC)C1=C(C(=CC=C1)NC=1C2=C(N=C(N1)C(F)F)C=C(C=N2)CN2C[C@H](CC2)O)C